CN(C1=C2C(N(C(C2=CC=C1)=O)C1C(N(C(CC1)=O)CCOC)=O)=O)C 4-dimethylamino-2-(1-(2-methoxyethyl)-2,6-dioxopiperidin-3-yl)isoindolin-1,3-dione